N1N=NC=C1C1CCN(CC1)C1=NOC(C1)C=1C=NC(=NC1)NCC1=CC(=CC(=C1)Cl)Cl 5-(3-(4-(1H-1,2,3-triazol-5-yl)piperidin-1-yl)-4,5-dihydro-isoOxazol-5-yl)-N-(3,5-dichlorobenzyl)pyrimidin-2-amine